FC1=CC=C2C=NC(=NC2=C1C=1C=C(C=CC1)NC(C=C)=O)NC1=CC=C(C=C1)N1CCN(CC1)C N-(3-(7-fluoro-2-((4-(4-methylpiperazin-1-yl)phenyl)amino)quinazolin-8-yl)phenyl)acrylamide